1-(3-bromo-5-fluoro-phenyl)-3-methyl-cyclobutanecarboxylic acid BrC=1C=C(C=C(C1)F)C1(CC(C1)C)C(=O)O